P(=O)(OCOC1=CC(=C2C(C(=COC2=C1)C1=CC=C(C=C1)OCOP(=O)(O)O)=O)O)(O)O ((5-hydroxy-4-oxo-3-(4-((phosphonooxy)methoxy)phenyl)-4H-chromen-7-yl)oxy)methyl dihydrogen phosphate